C(CCCCCCCCCCCCCCCCC)(=O)[O-].C(CCCCCCCCCCCCCCCCC)(=O)[O-].[Sr+2] strontium distearate